3,6-dichloro-4-(difluoromethyl)pyridazine methyl-2-(4-(diphenylamino)naphthalen-1-yl)-4-methoxybenzoate COC(C1=C(C=C(C=C1)OC)C1=CC=C(C2=CC=CC=C12)N(C1=CC=CC=C1)C1=CC=CC=C1)=O.ClC=1N=NC(=CC1C(F)F)Cl